ClC1=CC=C(C=2N1C=NC2)CO {5-chloroimidazo[1,5-a]pyridin-8-yl}methanol